2-(4-tert-butylphenyl)-4,5-dihydro-oxazole C(C)(C)(C)C1=CC=C(C=C1)C=1OCCN1